valeroyl chlorid C(CCCC)(=O)Cl